ClC1=NC=C(C(=N1)C1=CN(C2=CC(=CC=C12)C#N)COCC[Si](C)(C)C)I 3-(2-chloro-5-iodo-pyrimidin-4-yl)-1-(2-trimethylsilylethoxymethyl)Indole-6-carbonitrile